ClC1(C(=O)OOC(C2(CC=C(C=C2)Cl)Cl)=O)CC=C(C=C1)Cl 1,4-dichlorobenzoyl peroxide